CN(CCC1(CCNCC1)O)C 4-(2-(dimethylamino)ethyl)piperidin-4-ol